(5-benzyl-4,5-dihydroisoxazol-3-yl)(2-methylphenyl)methanone C(C1=CC=CC=C1)C1CC(=NO1)C(=O)C1=C(C=CC=C1)C